C1(=CC=CC=C1)C(CCCCCCCCCCCCCCSOSCCCCCCCCCCCCCCC(C1=CC=CC=C1)(C1=CC=CC=C1)C1=CC=CC=C1)(C1=CC=CC=C1)C1=CC=CC=C1 triphenylthiacetyl ether